4-Amino-1-(4-amino-2-methylphenyl)-7-bromo-2-oxo-1,2-dihydro-1,8-naphthyridine-3-carboxylic acid methyl ester COC(=O)C=1C(N(C2=NC(=CC=C2C1N)Br)C1=C(C=C(C=C1)N)C)=O